2-(6-aminopyrimidin-4-yl)-6-methyl-2-azaspiro[3.3]heptan-6-ol NC1=CC(=NC=N1)N1CC2(C1)CC(C2)(O)C